NC1=CC(=NC=C1)C(=O)NS(N(C)C)(=O)=O 4-amino-N-(N,N-dimethylsulfamoyl)picolinamide